4-(5-(Pyridin-4-yl)-5,6,7,8-tetrahydronaphthalen-2-yl)benzene-1,2-diol Hydrobromide Br.N1=CC=C(C=C1)C1C=2C=CC(=CC2CCC1)C=1C=C(C(=CC1)O)O